(1S,2S)-N-(6-(5-bromo-6,7-difluoro-1H-indazol-4-yl)imidazo[1,2-a]pyrazin-2-yl)-2-fluorocyclopropane-1-carboxamide BrC=1C(=C2C=NNC2=C(C1F)F)C=1N=CC=2N(C1)C=C(N2)NC(=O)[C@H]2[C@H](C2)F